cadina-1,4-diene C[C@H]1CCC(C2C1=CCC(=C2)C)C(C)C